FC=1C=C(N2N=C(N=CC21)S(=O)(=O)C)C2=NC=CC=C2 2-{5-fluoro-2-methanesulfonylpyrrolo[2,1-f][1,2,4]triazin-7-yl}pyridine